C(C)C=1C=CC(=C(C1)S(=O)(=O)NC1=NOC2=C1C(=CC(=C2)CN2N=CC(=C2)CNC(OC(C)(C)C)=O)OC)OCC2=CC(=NC=C2)OC tert-Butyl ((1-((3-((5-ethyl-2-((2-methoxypyridin-4-yl)methoxy)phenyl)sulfonamido)-4-methoxybenzo[d]isoxazol-6-yl)methyl)-1H-pyrazol-4-yl)methyl)carbamate